BrC1=CC=C(CSC=2N=CCN2)C=C1 2-((4-bromobenzyl)thio)-4H-imidazole